ClC=1N=CC=2OC(C(NC2N1)=O)C chloro-6-methyl-6H-pyrimido[5,4-b][1,4]oxazin-7(8H)-one